Cl.C(CCC)NC1N=CC2=C(N1)N(C=C2C2=CC=C(C=C2)C(C)N2CCNCC2)[C@@H]2CC[C@H](CC2)O trans-4-[2-(butylamino)-5-[4-[1-(piperazin-1-yl)ethyl]phenyl]-1H-pyrrolo[2,3-d]pyrimidin-7-yl]cyclohexan-1-ol hydrochloride